2-((5-((S)-2-((S)-2-(2-azidoacetamido)propanamido)propanamido)-2-(hydroxymethyl)benzyl)(methyl)amino)-2-oxoethyl (2-(trimethylammonio)ethyl) phosphate P(=O)(OCC(=O)N(C)CC1=C(C=CC(=C1)NC([C@H](C)NC([C@H](C)NC(CN=[N+]=[N-])=O)=O)=O)CO)(OCC[N+](C)(C)C)[O-]